N-(6'-bromo-2',3'-dihydrospiro[cyclopropane-1,1'-inden]-3'-yl)-2-methylpropane-2-sulfinamide BrC1=CC=C2C(CC3(C2=C1)CC3)NS(=O)C(C)(C)C